2-(5-Chloro-3-(trifluoromethyl)-1H-pyrazol-4-yl)-7-fluoro-4-isopropylquinolin ClC1=C(C(=NN1)C(F)(F)F)C1=NC2=CC(=CC=C2C(=C1)C(C)C)F